2-{[(3-cyanophenyl)carbamoyl]amino}-2-cyclopropylbutyric acid C(#N)C=1C=C(C=CC1)NC(=O)NC(C(=O)O)(CC)C1CC1